O=C1N(C(C2=CC=CC=C12)=O)N(C(OC(C)(C)C)=O)C([2H])([2H])[2H] tert-Butyl (1,3-dioxoisoindolin-2-yl)(methyl-d3)carbamate